1-(Cyclohexylmethyl)-6-(6-(2-hydroxypropan-2-yl)pyridin-3-yl)-1H-imidazo[4,5-b]pyrazin C1(CCCCC1)CN1C=NC=2C1=NC(=CN2)C=2C=NC(=CC2)C(C)(C)O